CN1CCC(CC1)OC=1C=CC(=NC1)C1=NSC(=N1)NC1=NC=CC=N1 3-(5-(1-methyl-piperidin-4-yloxy)pyridin-2-yl)-N-(pyrimidin-2-yl)-1,2,4-thiadiazol-5-amine